N-(8-aminooctyl)-5-((6-chloro-5-(1-methyl-1H-indol-5-yl)-1H-benzo[d]imidazol-2-yl)oxy)-2-methylbenzamide NCCCCCCCCNC(C1=C(C=CC(=C1)OC1=NC2=C(N1)C=C(C(=C2)C=2C=C1C=CN(C1=CC2)C)Cl)C)=O